4-{(S)-2-[(S)-2-(methoxycarbonylamino)-3-phenylpropionylamino]-2-[2-(2-methyl-thiazol-4-yl)thiazol-4-yl]ethyl}phenylaminosulfonic acid COC(=O)N[C@H](C(=O)N[C@@H](CC1=CC=C(C=C1)NS(=O)(=O)O)C=1N=C(SC1)C=1N=C(SC1)C)CC1=CC=CC=C1